FC(C(=C)C1=CC=C(C=N1)C(=O)OC)(F)F Methyl 6-(3,3,3-trifluoroprop-1-en-2-yl)pyridine-3-carboxylate